tert-butyl ((1-(3-(2-methoxyethyl)-7-morpholino-3H-imidazo[4,5-b]pyridin-5-yl)-3-(m-tolyl)-1H-1,2,4-triazol-5-yl)methyl)carbamate COCCN1C=NC=2C1=NC(=CC2N2CCOCC2)N2N=C(N=C2CNC(OC(C)(C)C)=O)C=2C=C(C=CC2)C